2-amino-4-chloro-1-(3-methoxy-2,6-dimethylphenyl)-5,6-dimethyl-1H-pyrrolo[2,3-b]pyridine-3-carbonitrile NC1=C(C=2C(=NC(=C(C2Cl)C)C)N1C1=C(C(=CC=C1C)OC)C)C#N